C1(=CC=CC=C1)N1NC=NC1=O 1-phenyl-1,2,4-triazol-5-one